N-[3-(1H-indazol-4-yl)-2-methylphenyl]-4,5,6,7-tetrahydro[1,3]thiazolo[5,4-c]pyridine-2-carboxamide N1N=CC2=C(C=CC=C12)C=1C(=C(C=CC1)NC(=O)C=1SC=2CNCCC2N1)C